Cl.NC=1C(=NC(=CN1)C=1C=NN(C1)C1CCN(CC1)CC1CCNCC1)C(=O)O[C@@H](C(=O)NC1=CC=C(C=C1)F)C1=CC=CC=C1 (R)-2-((4-fluorophenyl)amino)-2-oxo-1-phenylethyl 3-amino-6-(1-(1-(piperidin-4-ylmethyl)piperidin-4-yl)-1H-pyrazol-4-yl)pyrazine-2-carboxylate hydrochloride